1-(2-hydroxyethyl)-N-methylpiperidine-4-carboxamide OCCN1CCC(CC1)C(=O)NC